4-[1-[[4-[2-(4-Fluorophenoxy)ethyl-methyl-amino]tetrahydropyran-4-carbonyl]amino]cyclopropyl]benzoic acid, hydrochloride Cl.FC1=CC=C(OCCN(C2(CCOCC2)C(=O)NC2(CC2)C2=CC=C(C(=O)O)C=C2)C)C=C1